1-bromo-3-(2-bromoethyl)benzene BrC1=CC(=CC=C1)CCBr